pyrimidinebenzaldehyde N1=C(N=CC=C1)C1=CC=CC=C1C=O